C(C)(C)(C)N1[C@@H](CCC1)C=1NC(=CN1)C1=CC=C(C=C1)C1=C2[C@@H]3CC[C@H](C2=C(C=C1)O)C3 (S)-tert-butyl-2-(5-(4-((1S,4R)-8-hydroxy-1,2,3,4-tetrahydro-1,4-methanonaphthalene-5-yl)phenyl)-1H-imidazole-2-yl)pyrrolidine